methyl-sulfonium C[SH2+]